FC1=CC=C(C=C1)C=1NC2=C(C=CC=C2C1C1=NN=C(O1)N[C@@H]1C(NC[C@H]1O)=O)C (3S,4R)-3-({5-[2-(4-fluorophenyl)-7-methyl-1H-indol-3-yl]-1,3,4-oxadiazol-2-yl}amino)-4-hydroxypyrrolidin-2-one